N-ethyl-3-hydroxy-N-(1-(4-methoxyphenyl)-2-oxo-2-((4-(trimethylsilyl)phenyl)amino)ethyl)-1,2-oxazole-5-carboxamide C(C)N(C(=O)C1=CC(=NO1)O)C(C(NC1=CC=C(C=C1)[Si](C)(C)C)=O)C1=CC=C(C=C1)OC